C(#N)C1=C(N=C2N(C1=O)C=C(C=C2[C@@H](C)NC2=C(C(=O)O)C=CC=C2)C)NCC2C(C2)(F)F 2-(((1R)-1-(3-cyano-2-(((2,2-difluorocyclopropyl)methyl)amino)-7-methyl-4-oxo-4H-pyrido[1,2-a]pyrimidin-9-yl)ethyl)amino)benzoic acid